N1=C2C(=CC=C1)C(C1=C(O2)C=CC=C1)=O [1]-benzopyrano[2,3-b]pyridin-5-one